(((S)-1-((S)-3-cyclohexyl-2-(hydroxymethyl)propanoyl)-4-hydroxy-3,3-dimethylpiperidin-4-yl)methyl)-N,N-dimethyl-6-oxo-4-phenyl-1,6-dihydropyridine-3-carboxamide C1(CCCCC1)C[C@H](C(=O)N1CC([C@](CC1)(O)CN1C=C(C(=CC1=O)C1=CC=CC=C1)C(=O)N(C)C)(C)C)CO